C1(=CC=CC=C1)CCCCCCCCNC1=CC=C(C=C1)N Phenyloctyl-p-Phenylenediamine